NC1=NC=2C=C(C(=CC2C2=C1C=NN2C)C(=O)N([C@H](C)C2=CC=C(C=C2)S(F)(F)(F)(F)F)C)F 4-amino-7-fluoro-N,1-dimethyl-N-((1R)-1-(4-(pentafluoro-lambda~6~-sulfanyl)phenyl)ethyl)-1H-pyrazolo[4,3-c]quinoline-8-carboxamide